deuteromethyl-nicotinamide [2H]CC1=C(C(=O)N)C=CC=N1